methylencyclobutan C=C1CCC1